N-[4-(cyclopentyloxy)-3-(6-methyl-7-oxo-6,7-dihydro-1H-pyrrolo[2,3-c]pyridin-4-yl)phenyl]methanesulfonamide C1(CCCC1)OC1=C(C=C(C=C1)NS(=O)(=O)C)C=1C2=C(C(N(C1)C)=O)NC=C2